hydroxy-1,3-dihydrobenzol OC1CCCC=C1